5-[1-[5-(2-methoxyethoxy)-2-pyridinyl]-3-(trifluoromethyl)pyrazol-4-yl]-1-methyl-imidazole-2-carboxamide COCCOC=1C=CC(=NC1)N1N=C(C(=C1)C1=CN=C(N1C)C(=O)N)C(F)(F)F